C(#N)C1=CC=C(C=C1)C(CC(C(=O)OCC)(C(=O)OCC)O)=O Diethyl [2-(4-cyanophenyl)-2-oxoethyl](hydroxy)malonate